C12NCC(C1N1C=CC=3C(=NC=4C(=C(C(=CC4C31)C(C#N)C)C3=CC(=CC1=CC=CC=C31)O)F)OC[C@H]3N(CCC3)C)C2 (1-(2-azabicyclo[2.1.1]hex-5-yl)-6-fluoro-7-(3-hydroxynaphthalen-1-yl)-4-(((S)-1-methylpyrrolidin-2-yl)methoxy)-1H-pyrrolo[3,2-c]quinolin-8-yl)propionitrile